ClC1=C(C=C(C=C1)F)C1NC(C=2C=3C(=NN(C3C=C(C21)C2=C(C(=O)N)C=C(C=C2F)C(F)(F)F)CC(F)F)C#N)=O (6-(2-chloro-5-fluorophenyl)-1-cyano-3-(2,2-difluoroethyl)-8-oxo-3,6,7,8-tetrahydropyrrolo[3,4-e]indazol-5-yl)-3-fluoro-5-(trifluoromethyl)benzamide